ClC1=C2CCC3(CCC=4C(=NC(=NC4C3(F)F)SC)Cl)C2=CC=C1 4,4'-dichloro-8',8'-difluoro-2'-(methylsulfanyl)-2,3,5',8'-tetrahydro-6'H-spiro[indene-1,7'-quinazoline]